C(CCC)OC=1N=C(C2=C(N1)C(=NN2)CC=2SC(=CC2)CN2CCNCC2)N 5-Butoxy-3-((5-(piperazin-1-ylmethyl)thiophen-2-yl)methyl)-1H-pyrazolo[4,3-d]pyrimidin-7-amine